2-(3-nitro-4-dimethylaminophenylamino)-4-(1-methylindol-3-yl)pyrazolo[1,5-a][1,3,5]Triazine [N+](=O)([O-])C=1C=C(C=CC1N(C)C)NC1=NC=2N(C(=N1)C1=CN(C3=CC=CC=C13)C)N=CC2